FC=1C=CC(=C(C=O)C1)C1=C(C=NN1C)CO 5-fluoro-2-(4-(hydroxymethyl)-1-methyl-1H-pyrazol-5-yl)benzaldehyde